Octane-4-carboxylic acid CCCC(CCCC)C(=O)O